F[C@H]1[C@]2(CC[C@@](C[C@@H]1N(C=1N=NC(=CN1)C=1C=C3C=CN=CC3=CC1O)C)(N2)C)C 6-(3-(((1R,2R,3S,5S)-2-fluoro-1,5-dimethyl-8-azabicyclo[3.2.1]octan-3-yl)(methyl)amino)-1,2,4-triazin-6-yl)isoquinolin-7-ol